FC=1C(=CC(=NC1)OC)C1=CC(=NN1)C(=O)N1[C@@H](C[C@@H]([C@H](C1)C)C(=O)NC1CCC(CC1)(C(F)(F)F)O)C (2R,4S,5R)-1-(5-(5-fluoro-2-methoxypyridin-4-yl)-1H-pyrazole-3-carbonyl)-N-((1r,4S)-4-hydroxy-4-(trifluoromethyl)cyclohexyl)-2,5-dimethylpiperidine-4-carboxamide